O(O)C1(C2=CC=C(C=C2OC=2C=C(C=CC12)O)O)/C(=C/C=C\C)/C(=C\C=C\C)/C 9-Hydroperoxy-9-[(2Z,4E,6Z,8E)-6-methyldeca-2,4,6,8-tetraen-5-yl]xanthene-3,6-diol